N4-(3,4-dimethoxybenzyl)-7-methoxyquinazoline-4,6-diamine COC=1C=C(CNC2=NC=NC3=CC(=C(C=C23)N)OC)C=CC1OC